3-((4-((cis)-3-(trifluoromethoxy)cyclobutyl)thiazol-2-yl)oxy)bicyclo[1.1.1]pentan-1-amine FC(O[C@H]1C[C@H](C1)C=1N=C(SC1)OC12CC(C1)(C2)N)(F)F